bis(dimethyl-aminopropyl)isopropanol CC(CCCC(C)(O)CCC(C)(C)N)(N)C